C1(CCCCC1)P(C1=C(SC=C1P(C1CCCCC1)C1CCCCC1)C)C1CCCCC1 3,4-bis(dicyclohexylphosphino)-2-methylthiophene